ClC=1C=C(C=CC1C)C=1C(=C(C=CC1)N(C(=O)N)CC=1C=NC=CC1)S(N)(=O)=O (3-chloro-4-methyl-phenyl-(sulfamoyl)phenyl)-1-(pyridin-3-ylmethyl)urea